2-((2S)-4-(2'-(((S)-Pyrrolidin-2-yl)methoxy)-2,3,5',8'-tetrahydro-6'H-spiro[indene-1,7'-quinazolin]-4'-yl)piperazin-2-yl)acetonitrile N1[C@@H](CCC1)COC1=NC=2CC3(CCC2C(=N1)N1C[C@@H](NCC1)CC#N)CCC1=CC=CC=C13